(1s,3r)-3-amino-N-(5-chloro-4-(4,5,6,7-tetrahydropyrazolo[1,5-a]pyridin-3-yl)pyridin-2-yl)cyclohexanecarboxamide N[C@H]1C[C@H](CCC1)C(=O)NC1=NC=C(C(=C1)C=1C=NN2C1CCCC2)Cl